ethyl 3-(3-{[6-(2-aminophenoxy)-2,2-dioxo-2H-1,2λ6,3-benzoxathiazin-3(4H)-yl]methyl}-4-methylphenyl)-3-[1-(3-chloropropyl)-4-methyl-1H-benzotriazol-5-yl]propanoate NC1=C(OC=2C=CC3=C(CN(S(O3)(=O)=O)CC=3C=C(C=CC3C)C(CC(=O)OCC)C3=C(C4=C(N(N=N4)CCCCl)C=C3)C)C2)C=CC=C1